4,4,4-trifluoro-3-((2-methylene-4-oxo-4-(1-(4-(trifluoromethyl)phenyl)cyclobutoxy)butanoyl)oxy)butanoic acid FC(C(CC(=O)O)OC(C(CC(OC1(CCC1)C1=CC=C(C=C1)C(F)(F)F)=O)=C)=O)(F)F